(3S,4S)-4-(3,4-dihydro-isoquinolin-2(1H)-yl)piperidin-3-ol C1N(CCC2=CC=CC=C12)[C@@H]1[C@H](CNCC1)O